methyl 10-undecenoate C(CCCCCCCCC=C)(=O)OC